ethyl (E)-4,4,4-trifluorocrotonate FC(/C=C/C(=O)OCC)(F)F